C(C)OC(=O)C=1C=NN2C1N=C(C=C2C)C=2C(=NC=C(C2)F)C 5-(5-fluoro-2-methylpyridin-3-yl)-7-methylpyrazolo[1,5-a]Pyrimidine-3-carboxylic acid ethyl ester